6-((3-(8-(((3S,4R)-3-fluoro-1-methylpiperidin-4-yl)amino)-3-((trifluoromethyl)thio)imidazo[1,2-a]pyridin-2-yl)prop-2-yn-1-yl)amino)-5-methoxyisoindolin-1-one F[C@H]1CN(CC[C@H]1NC=1C=2N(C=CC1)C(=C(N2)C#CCNC2=C(C=C1CNC(C1=C2)=O)OC)SC(F)(F)F)C